COC(=O)C1CCN(CC1)CC1=NC=C(N=C1OC)C=1C(=C(C=CC1)C1=C(C(=CC=C1)N)C)Cl 1-((5-(3'-amino-2-chloro-2'-methyl-[1,1'-biphenyl]-3-yl)-3-methoxypyrazin-2-yl)methyl)piperidine-4-carboxylic acid methyl ester